N-(2-Methoxy-5-(4-(trifluoromethyl)phenoxy)phenyl)-2-oxopiperidine-4-carboxamide COC1=C(C=C(C=C1)OC1=CC=C(C=C1)C(F)(F)F)NC(=O)C1CC(NCC1)=O